CC1=NC=C(N=C1CCC)C 2,5-dimethyl-3-propylpyrazine